ClC1=C(C(=CC=C1Cl)O)[C@H]1C[C@H]2N(C(CN(C2=O)CCO)=O)CC1 |o1:9,11| (8R,9aR)-rel-8-(2,3-dichloro-6-hydroxyphenyl)-2-(2-hydroxyethyl)-hexahydropyrido[1,2-a]pyrazine-1,4-dione